FC=1C=CC(=C2C=C(N(C12)CCNC1=NC=NC(=C1)C=1C=C2C=CN(C2=CC1)C)C)OC [2-(7-Fluoro-4-methoxy-2-methyl-indol-1-yl)-ethyl]-[6-(1-methyl-1H-indol-5-yl)-pyrimidin-4-yl]-amin